NC=1N=CC(=NC1C)C#CC=1C=C(C(=O)NC=2C=C3C(CC(C3=CC2)N2CCN(CC2)C)(F)F)C=CC1C 3-((5-amino-6-methylpyrazin-2-yl)ethynyl)-N-(3,3-difluoro-1-(4-methylpiperazin-1-yl)-2,3-Dihydro-1H-inden-5-yl)-4-methylbenzamide